(2-bromophenyl)cyclobutanone BrC1=C(C=CC=C1)C1C(CC1)=O